CN1C(N(C(CC1=O)=O)C)=O 1,3-Dimethylhexahydropyrimidine-2,4,6-trione